ClC(CC)OC(CC1=C(C=CC=C1)OC(C)=O)=O.[I-].C(C)(=O)OC1=C(C=CC=C1)CC(=O)OC(CC)[N+]1(CCC=C(C1)C1=NSN=C1OCCCCCC)C 1-(1-(2-(2-acetoxyphenyl)acetoxy)propyl)-5-(4-(hexyloxy)-1,2,5-thiadiazol-3-yl)-1-methyl-1,2,3,6-tetrahydropyridin-1-ium iodide 1-Chloropropyl-2-(2-acetoxyphenyl)acetate